C(CCCC)C1C2(NC(CS2)C(=O)O)CCC1 6-pentyl-1-thia-4-azaspiro[4.4]nonane-3-carboxylic acid